CC1=C(C=CC(=C1O)C)O 2,4-dimethyl-1,3-benzenediol